para-N,N-dimethylaminobenzoic acid CN(C)C1=CC=C(C(=O)O)C=C1